C(C1=CC=CC=C1)N1NC=C(C(=C1)Cl)Cl 2-benzyl-4,5-dichloropyridazin